C(C)(C)(C)N1N=C(C(=C1)C(=O)OCC1=CC=CC=C1)C=1C(=NC(=CC1)NC1CC1)F Benzyl 1-tert-butyl-3-[6-(cyclopropyl-amino)-2-fluoropyridin-3-yl]pyrazole-4-carboxylate